N-(5-chloropyridin-2-yl)-1-(3,4-dimethyl-2-phenyl-2H-pyrazolo[3,4-d]pyridazin-7-yl)piperidine-3-carboxamide ClC=1C=CC(=NC1)NC(=O)C1CN(CCC1)C1=NN=C(C=2C1=NN(C2C)C2=CC=CC=C2)C